(S)-1-((R)-3-amino-1-(4-((6-amino-9H-purin-9-yl)methyl)-6-(2,3,4-trifluorophenyl)pyridin-3-yl)piperidin-3-yl)-2,2-difluoroethan-1-ol N[C@]1(CN(CCC1)C=1C=NC(=CC1CN1C2=NC=NC(=C2N=C1)N)C1=C(C(=C(C=C1)F)F)F)[C@@H](C(F)F)O